C(CC)C(C(=O)O)=C.C(C=C)(=O)OCCC n-Propyl acrylate (n-Propyl acrylate)